CC(=O)NCCO N-(2-hydroxyethyl)acetamide